C1(CCC1)NC(=O)C=1C=C(C(N(C1)CC1=CC=NC=C1)=O)C(=O)NC N5-cyclobutyl-N3-methyl-2-oxo-1-(pyridin-4-ylmethyl)-1,2-dihydropyridine-3,5-dicarboxamide